CC1(CCN(CC1)C=1OC2=C(C=C(C=C2C(C1)=O)C)[C@@H](C)NC1=C(C=NO1)C(=O)O)C (R)-5-((1-(2-(4,4-dimethylpiperidin-1-yl)-6-methyl-4-oxo-4H-chromen-8-yl)ethyl)amino)isoxazole-4-carboxylic acid